FC=1C(N(C=NC1)CCCO)=O 5-fluoro-3-(3-hydroxypropyl)pyrimidin-4-one